(R)-4-((2-methoxyphenyl)(5-methyl-1H-pyrrol-2-yl)(thiophen-3-yl)methyl)phenol COC1=C(C=CC=C1)[C@](C1=CC=C(C=C1)O)(C1=CSC=C1)C=1NC(=CC1)C